4-phenyl-1,3-thiazole-2-carbaldehyde C1(=CC=CC=C1)C=1N=C(SC1)C=O